3-(5-(((tert-butyldimethylsilyl)oxy)methyl)-1H-pyrazol-3-yl)pyridine [Si](C)(C)(C(C)(C)C)OCC1=CC(=NN1)C=1C=NC=CC1